1-[(3S)-4-[7-[6-amino-4-methyl-3-(trifluoromethyl)-2-pyridyl]-6-chloro-8-fluoro-2-[[(2S)-1-methylpyrrolidin-2-yl]methoxy]quinazolin-4-yl]-3-methyl-piperazin-1-yl]prop-2-en-1-one NC1=CC(=C(C(=N1)C1=C(C=C2C(=NC(=NC2=C1F)OC[C@H]1N(CCC1)C)N1[C@H](CN(CC1)C(C=C)=O)C)Cl)C(F)(F)F)C